C1=CC=C(C=C1)NC2=CC=C(C=C2)C3=CC=C(C=C3)NC4=CC=CC=C4 Diphenylbenzidin